BrC1=CC=C(C=C1)C1CN(CCC1)C(C(C)(C)C)=O 1-[3-(4-bromophenyl)piperidin-1-yl]-2,2-dimethylpropan-1-one